hydrogen maleate hydrate O.C(\C=C/C(=O)O)(=O)O